BrC=1C(=C(CNCCCNC2=CC(C3=C(N2)C=CS3)=O)C=C(C1)Br)OCCC1=CC=CC=C1 5-[3-(3,5-Dibromo-2-phenethyloxy-benzylamino)-propylamino]-4H-thieno[3,2-b]pyridine-7-one